C(C#CC)OC1=NC=NC(=C1)C1=CC(=CC=C1)Cl 4-(but-2-yn-1-yloxy)-6-(3-chlorophenyl)pyrimidine